2,6-bis(β-hydroxyethylamino)toluene (2S)-4-(2-chloro-6-((1-(methoxycarbonyl)-1,2,3,4-tetrahydronaphthalen-1-yl)methyl)-5-nitropyrimidine-4-yl)-2-(cyanomethyl)piperazine-1-carboxylate ClC1=NC(=C(C(=N1)N1C[C@@H](N(CC1)C(=O)O)CC#N)[N+](=O)[O-])CC1(CCCC2=CC=CC=C12)C(=O)OC.OCCNC1=C(C)C(=CC=C1)NCCO